C(C(O)CC(=O)O)(=O)O.N1=CC=CC(=C1)[C@@H]1N(C)CCC1 |r| racemic-nicotine malate